C(#C)C1=CC(=C(CNC(OC(C)(C)C)=O)C=C1)O tert-butyl 4-ethynyl-2-hydroxybenzylcarbamate